p-methoxybenzaldehyde borohydride [BH4-].COC1=CC=C(C=O)C=C1